ClC1=CC=C2C(=N1)C=C(N2)C(=O)OCC ethyl 5-chloro-1H-pyrrolo[3,2-b]pyridine-2-carboxylate